ClC1=CN=C2C(=N1)N(N=C2)CC2COC2 6-chloro-1-(oxetan-3-ylmethyl)-1H-pyrazolo[3,4-b]pyrazine